ClC1=C(C(=O)NC(C(=O)O)CCN(CCCCC2=NC=3NCCCC3C=C2)CC(C)(C)O)C=CC=C1F 2-[(2-chloro-3-fluoro-benzoyl)amino]-4-[(2-hydroxy-2-methyl-propyl)-[4-(5,6,7,8-tetrahydro-1,8-naphthyridin-2-yl)butyl]amino]butanoic acid